vanadium(IV) tetroxide [O-2].[O-2].[O-2].[O-2].[V+4].[V+4]